C1(CCC1)CNCC=1NC2=CC(=CC=C2C1)CN1C(C2=CN=CC(=C2C=C1)N1[C@@H]2CO[C@H](C1)C2)=O 2-[[2-[(cyclobutylmethylamino)methyl]-1H-indol-6-yl]methyl]-5-[(1S,4S)-2-oxa-5-azabicyclo[2.2.1]heptan-5-yl]-2,7-naphthyridin-1-one